Methyl 1-methyl-1H-pyrazol-4-carboxylate CN1N=CC(=C1)C(=O)OC